4-phenyl-2-(1-phenyl-2-(phenylseleno)ethyl)-2H-1,2,3-triazole C1(=CC=CC=C1)C1=NN(N=C1)C(C[Se]C1=CC=CC=C1)C1=CC=CC=C1